9-((methylsulfonyl)oxy)octadecanoic acid heptadec-9-yl ester CCCCCCCCC(CCCCCCCC)OC(CCCCCCCC(CCCCCCCCC)OS(=O)(=O)C)=O